1-(2,6-difluorophenyl)-6-(prop-1-en-2-yl)-N-(1-(3,4,5-trimethoxyphenyl)-1H-imidazol-4-yl)-1H-pyrazolo[3,4-d]Pyrimidine-4-amine FC1=C(C(=CC=C1)F)N1N=CC=2C1=NC(=NC2NC=2N=CN(C2)C2=CC(=C(C(=C2)OC)OC)OC)C(=C)C